(2S)-2,4-dimethylpiperazine-1-carbonyl chloride C[C@@H]1N(CCN(C1)C)C(=O)Cl